4-amino-1-Butanol NCCCCO